C(C)(C)(C)OC(=O)C1CCNCC1 piperidine-4-carboxylic acid tert-butyl ester